OC1=C(C=C(C=C1)C)C1=NC(=NC(=C1)C1=CC=CC=C1)C1=NC(=CC(=N1)C=1C=C(C=CC1O)C)C1=CC=CC=C1 4,4'-di(4-hydroxy-3-tolyl)-6,6'-diphenyl-2,2'-bipyrimidine